CC1=C(C=CC(=C1)C)C1=NC(=NC(=N1)C1=C(C=C(C=C1)C)C)C1=C(C=C(C=C1)OCC(COCC(CCCC)CC)O)O 2-[4,6-Bis(2,4-dimethylphenyl)-1,3,5-triazin-2-yl]-5-[3-(2-ethylhexyloxy)-2-hydroxypropoxy]phenol